1-(2,2-dimethyl-6-methylenecyclohexyl)-2-buten-1-one CC1(C(C(CCC1)=C)C(C=CC)=O)C